2,4-dichloro-5-fluoro-nitrobenzene ClC1=C(C=C(C(=C1)Cl)F)[N+](=O)[O-]